2-(4-(4-hydroxy-3-isopropylbenzyl)-3-methyl-5-propylphenoxy)acetic acid OC1=C(C=C(CC2=C(C=C(OCC(=O)O)C=C2CCC)C)C=C1)C(C)C